CC1=C(C=CC(=C1)OC1=C(C=C(C(=C1)F)F)F)NC(OCC=1C(=C2C(N(CC2=CC1)C1C(NC(CC1)=O)=O)=O)OC)=O [2-(2,6-dioxopiperidin-3-yl)-4-methoxy-3-oxo-2,3-dihydro-1H-isoindol-5-yl]methyl N-[2-methyl-4-(2,4,5-trifluorophenoxy)phenyl]carbamate